FC(F)C1(CCCC1)C(=O)NC1=C(C=C(C=C1C)N1CC2=CC=C(C=C2CC1)F)C (difluoromethyl)-N-(4-(6-fluoro-3,4-dihydroisoquinolin-2(1H)-yl)-2,6-dimethylphenyl)cyclopentane-1-carboxamide